[(3R,5S)-5-[4-[4-[[3-(2,3-difluoro-4-methoxy-phenyl)imidazo[1,2-a]pyrazin-8-yl]amino]-2-methyl-benzoyl]piperazine-1-carbonyl]pyrrolidin-3-yl] (2S)-2-amino-3-methyl-butanoate N[C@H](C(=O)O[C@H]1CN[C@@H](C1)C(=O)N1CCN(CC1)C(C1=C(C=C(C=C1)NC=1C=2N(C=CN1)C(=CN2)C2=C(C(=C(C=C2)OC)F)F)C)=O)C(C)C